4-((2S)-2-((tert-butyldimethylsilyl)oxy)-1-hydroxypropyl)-4-(2-hydroxyethyl)piperidine-1-carboxylic acid tert-butyl ester C(C)(C)(C)OC(=O)N1CCC(CC1)(CCO)C([C@H](C)O[Si](C)(C)C(C)(C)C)O